BrC=1C=C(C=CC1)C1=NC2=C(NC(C1)=O)C=C(C=C2)NC(OCC2=CC=CC=C2)=O benzyl (4-(3-bromophenyl)-2-oxo-2,3-dihydro-1H-benzo[b][1,4]diazepin-8-yl)carbamate